C(#N)C1=C(C=CC=C1)[C@H]([C@@H](C)C=1N(C(C(=C(N1)C(=O)NC=1C=NOC1)O)=O)C)C=1C=NN(C1C)CCOC 2-((1S,2R)-1-(2-cyanophenyl)-1-(1-(2-methoxyethyl)-5-methyl-1H-pyrazol-4-yl)propan-2-yl)-5-hydroxy-N-(isoxazol-4-yl)-1-methyl-6-oxo-1,6-dihydropyrimidine-4-carboxamide